1-(ethylthio)-2-(methylthio)-buta-1,3-diene C(C)SC=C(C=C)SC